C(C1=CC=CC=C1)OC(=O)N1C(C(C(C1)=O)=CN(C)C)C benzyl-3-((dimethylamino) methylene)-2-methyl-4-oxopyrrolidine-1-carboxylate